C1(CC1)C1=NC=NC(=C1C1=NC=C(C(=N1)OC(C)C1=CC=C(C=C1)C=1N(C=C(N1)C(F)(F)F)C)C)OC 4'-cyclopropyl-6'-methoxy-5-methyl-4-(1-(4-(1-methyl-4-(trifluoromethyl)-1H-imidazol-2-yl)phenyl)ethoxy)-2,5'-bipyrimidine